C12(CC3CC(CC(C1)C3)C2)NC(OC2=CC(=CC=C2)C=2C=NC=C(C2)C=2OC=CN2)=O 3-(5-(oxazol-2-yl)pyridin-3-yl)phenyl ((1s,3s)-adamantan-1-yl)carbamate